C(C)(C)(C)OC(=O)NC1=CC=C(C=C1)C=1N=NN(C1C(=O)O)C 4-(4-((tert-Butoxycarbonyl)amino)phenyl)-1-methyl-1H-1,2,3-triazole-5-carboxylic acid